2-(imidazo[1,2-a]pyridine-2-carbonyl)hydrazine-1-carbothioamide N=1C(=CN2C1C=CC=C2)C(=O)NNC(N)=S